ClC1=C(C=CC(=C1)[N+](=O)[O-])NC(C1=C(C=CC=C1O)O)=O N-(2-chloro-4-nitrophenyl)-2,6-dihydroxybenzamide